OCC(C1=CC=CC=C1)N1CCN(CC1)C1=C(C(N(C=2C=CC=NC12)C)=O)[N+](=O)[O-] 8-(4-(2-hydroxy-1-phenylethyl)piperazin-1-yl)-5-methyl-7-nitro-6-oxo-5,6-dihydro-1,5-naphthyridine